FC=1C=NC=CC1C1=CC=2C(NCC3(C2N1)COC3)=O 2'-(3-fluoropyridin-4-yl)-5',6'-dihydro-1'H-spiro[oxetan-3,7'-pyrrolo[3,2-c]pyridin]-4'-one